C(C)(C)(C)OC(=O)N1N=C(C(=C1)C1=NC(=CC=C1Cl)C)C1CC1 4-(3-chloro-6-methylpyridin-2-yl)-3-cyclopropyl-1H-pyrazole-1-carboxylic acid tert-butyl ester